ClC=1C(=NC(=CC1)C1=CC2=C(OC(O2)(F)F)C(=C1)F)C(=O)OC Methyl 3-chloro-6-(2,2,7-trifluorobenzo[d][1,3]dioxol-5-yl)picolinate